1-(4-Methyl-2,3,5,7-tetrahydro-1-oxa-6,8-diaza-s-indacen-6-yl)-2-[1-(2-trifluoromethyl-pyridin-4-yl)-azetidin-3-yl]-ethanone CC1=C2CCOC2=NC=2CN(CC12)C(CC1CN(C1)C1=CC(=NC=C1)C(F)(F)F)=O